(R)-3-(3-((5-(5-(methylsulfonyl)oxazol-2-yl)-1H-pyrrolo[2,3-b]pyridin-4-yl)amino)piperidin-1-yl)-3-oxopropanenitrile CS(=O)(=O)C1=CN=C(O1)C=1C(=C2C(=NC1)NC=C2)N[C@H]2CN(CCC2)C(CC#N)=O